C(CCCCC)C(CC(=O)O)CCCCCCCC 3-hexylundecanoic acid